O(C1=CC=CC=C1)C1=CC=C(NC2(C(C=NC3=CC(=C(C=C23)OC)OCCCN2CCNCC2)C#N)Cl)C=C1 4-(4-phenoxyanilino)-4-chloro-6-methoxy-7-[3-(piperazin-1-yl)propoxy]quinoline-3-carbonitrile